S(=O)(=O)([O-])[O-].[NH4+].O(CC)OOCC.[NH4+] ethoxyl ether ammonium sulfate